FC=1C=CC(=C2C=C(NC(C12)=O)CCC(=O)N1CCC(CC1)NC1=CC=C(C#N)C=C1)C 4-((1-(3-(8-fluoro-5-methyl-1-oxo-1,2-dihydroisoquinolin-3-yl)propanoyl)piperidin-4-yl)amino)benzonitrile